tert-butyl (2R,4R)-2-(cyanomethyl)-4-(4-(trifluoromethyl) phenoxy)pyrrolidine-1-carboxylate C(#N)C[C@H]1N(C[C@@H](C1)OC1=CC=C(C=C1)C(F)(F)F)C(=O)OC(C)(C)C